Bromoacetate BrCC(=O)[O-]